tert-Butyl (2S,5S)-4-(3,3-difluorocyclobutane-1-carbonyl)-5-(hydroxymethyl)-2-methylpiperazine-1-carboxylate FC1(CC(C1)C(=O)N1C[C@@H](N(C[C@H]1CO)C(=O)OC(C)(C)C)C)F